C(C)C1=CC=C(O1)C(=O)O 5-ETHYL-FURAN-2-CARBOXYLIC ACID